trans-N-[4-(2-aminocyclopropyl)phenyl]-2-(1-naphthyl)acetamide hydrochloride Cl.N[C@H]1[C@@H](C1)C1=CC=C(C=C1)NC(CC1=CC=CC2=CC=CC=C12)=O